ClC1=C(C=NC(=C1)C(F)(F)F)NC(=O)N[C@@H](C)C1=NC=CN=C1C1=NC=C(C=C1)C#N 1-[4-chloro-6-(trifluoromethyl)-3-pyridyl]-3-[(1S)-1-[3-(5-cyano-2-pyridyl)pyrazin-2-yl]ethyl]urea